FC(C(=O)O)(F)F.ClC1=C(C=CC(=C1NC=1C(=C2C(N(C=NC2=CC1)C)=O)C)F)NS(=O)(=O)N1CC(C1)C N-(2-chloro-3-((3,5-dimethyl-4-oxo-3,4-dihydroquinazolin-6-yl)amino)-4-fluorophenyl)-3-methylazetidine-1-sulfonamide trifluoroacetate